CN1C=NC(=CC1=O)C(=O)N 1-methyl-6-oxo-1,6-dihydropyrimidine-4-carboxamide